2-[(2R)-1-methylpyrrolidin-2-yl]-6-nitro-1H-indole CN1[C@H](CCC1)C=1NC2=CC(=CC=C2C1)[N+](=O)[O-]